N'-(4-(2,3-dihydrobenzo[b][1,4]dioxin-6-yl)-1-methyl-5-(2-methylpyridin-4-yl)-1H-imidazol-2-yl)-N,N-dimethylformimidamide O1C2=C(OCC1)C=C(C=C2)C=2N=C(N(C2C2=CC(=NC=C2)C)C)N=CN(C)C